(R)-N-(2-(4-cyanothiazolidin-3-yl)-2-oxoethyl)-6-(1-(3-fluoropyridin-2-yl)-cyclopropyl)quinoline-4-carboxamide C(#N)[C@H]1N(CSC1)C(CNC(=O)C1=CC=NC2=CC=C(C=C12)C1(CC1)C1=NC=CC=C1F)=O